FC1(CCN(CC1)C(=O)C=1C=C2C(=NC1)N(C=C2)C=2C=C(C(=O)NCCNS(=O)(=O)C)C=CC2)F 3-(5-(4,4-difluoropiperidine-1-carbonyl)-1H-pyrrolo[2,3-b]pyridin-1-yl)-N-(2-(methylsulfonamido)ethyl)benzamide